C1(CC1)N1N=CC(=C1)C=1C=C(C=CC1)N(C(=O)[C@@H]1CC[C@H](CC1)NC(=O)C1CC(C1)OC)C[C@@H]1CC[C@H](CC1)C1=CC(=C(C=C1)OC)C trans-N-(3-(1-Cyclopropyl-1H-pyrazol-4-yl)phenyl)-N-((trans-4-(4-methoxy-3-methylphenyl)cyclohexyl)methyl)-4-(3-methoxycyclobutanecarboxamido)cyclohexanecarboxamide